butyl (5-[[2,3-dichloro-6-(prop-2-en-1-yloxy)phenyl](hydroxy)methyl]pyridin-2-yl)carbamate ClC1=C(C(=CC=C1Cl)OCC=C)C(C=1C=CC(=NC1)NC(OCCCC)=O)O